FC(C=1C=C(C=CC1)CCC=O)(F)F 3-(3-trifluoromethyl-phenyl)propanal